C(C1=CC=CC=C1)OCCCOCCOC=1C=C2C(=NN(C2=CC1)C1OCCCC1)C=1C=C(C=C(C1)N1CCOCC1)O 3-[5-[2-(3-benzyloxypropoxy)ethoxy]-1-tetrahydropyran-2-yl-indazol-3-yl]-5-morpholino-phenol